1,4-bis((2-octyl)dodecyloxy)benzene CC(CCCCCC)CCCCCCCCCCCCOC1=CC=C(C=C1)OCCCCCCCCCCCCC(C)CCCCCC